C(C)O[Si](OCC)(OCC)CC[SiH3] (triethoxysilylethyl)-silane